2-(5-(1-(azetidin-1-yl)ethyl)-7-cyanobenzo[b]thiophen-2-yl)-4-methylthiazole-5-carboxylic acid N1(CCC1)C(C)C1=CC2=C(SC(=C2)C=2SC(=C(N2)C)C(=O)O)C(=C1)C#N